CN(C1=CC(N(N=C1)CC=1C(=NOC1C)C=1C=NC(=C(C1)F)C)=O)C 5-(dimethylamino)-2-[[3-(5-fluoro-6-methyl-3-pyridyl)-5-methyl-isoxazol-4-yl]methyl]pyridazin-3-one